1-(tert-butyl) 5-methyl 2-cyano-2-(4-nitrophenyl)pentanedioate C(#N)C(C(=O)OC(C)(C)C)(CCC(=O)OC)C1=CC=C(C=C1)[N+](=O)[O-]